Cl.N[C@@H]1CN(CC1)C(CNC(=O)C1=CC2=C(N(C(=N2)NC=2SC3=C(N2)C=CC(=C3)OC(F)(F)F)C)C=C1)=O 1-Methyl-2-(6-trifluoromethoxy-benzothiazol-2-ylamino)-1H-benzoimidazole-5-carboxylic acid [2-((S)-3-amino-pyrrolidin-1-yl)-2-oxo-ethyl]-amide hydrochloride